OC(CC1=C(C=CC(=C1)N)O)C1=CC=CC=C1 (2-Hydroxy-2-Phenylethyl)-p-Aminophenol